NC(CNCCC[Si](OC)(OC)C)C N-(beta-aminopropyl)-gamma-aminopropyl-methyl-dimethoxysilane